C[C@@H]1OCC2(C1=O)CCNCC2 (S)-3-methyl-2-oxa-8-azaspiro[4.5]decan-4-one